methyl 2-(1'-(cis-4-isopropyl-cyclohexyl)-3-oxo-1H-spiro[isoquinoline-4,4'-piperidin]-2(3H)-yl)acetate C(C)(C)[C@H]1CC[C@H](CC1)N1CCC2(CC1)C(N(CC1=CC=CC=C12)CC(=O)OC)=O